BrC1=CC=C(C(=N1)[C@]1(N=C(O[C@H](C1(F)F)C(F)(F)F)NC(OC(C)(C)C)=O)C)F tert-butyl ((4R,6R)-4-(6-Bromo-3-fluoropyridin-2-yl)-5,5-difluoro-4-methyl-6-(trifluoromethyl)-5,6-dihydro-4H-1,3-oxazin-2-yl)carbamate